(2S,4R)-2-[4-[ethyl-[[4-(4-methyl-1,3-thiazol-5-yl)phenyl]methyl]carbamoyl]-1H-imidazol-2-yl]-4-hydroxypyrrolidine-1-carboxylic acid tert-butyl ester C(C)(C)(C)OC(=O)N1[C@@H](C[C@H](C1)O)C=1NC=C(N1)C(N(CC1=CC=C(C=C1)C1=C(N=CS1)C)CC)=O